ClC1=C(C#N)C=C(C(=C1)C#N)Cl 2,5-dichloro-terephthalonitrile